C(#N)C1=C2C=C(C(NC2=CC=C1OC)=O)CC(=O)N[C@@H](C)C1=C(C=C(C=C1)F)F (S)-2-(5-Cyano-6-methoxy-2-oxo-1,2-dihydroquinolin-3-yl)-N-(1-(2,4-difluorophenyl)ethyl)acetamide